ClC1=C(C=C(C=C1)F)C(=O)N1CCN(CC1)CC1=C(N=C2N1C=CC=C2)C2=CC=C(C=C2)Cl (2-chloro-5-fluorophenyl)(4-{[2-(4-chlorophenyl)imidazo[1,2-a]pyridin-3-yl]methyl}piperazin-1-yl)methanone